ClC=1C=C(C=CC1F)N(S(=O)(=O)CCN1CCN(CC1)C1CN(C1)C(=O)[O-])CC1=C(C=C(C=C1)C(=O)OC)F 3-(4-(2-(N-(3-chloro-4-fluorophenyl)-N-(2-fluoro-4-(methoxycarbonyl)benzyl)sulfamoyl)ethyl)piperazin-1-yl)azetidine-1-carboxylate